OC1(OCC2(C1)CN(CC2)C(=O)OC(C)(C)C)C2=CC=C(C=C2)C(F)(F)F tert-butyl 3-hydroxy-3-[4-(trifluoromethyl)phenyl]-2-oxa-7-azaspiro[4.4]nonane-7-carboxylate